[4-[3-(aminomethyl)piperazine-1-carbonyl]piperazin-1-yl]-[4-[[3-[4-(difluoromethoxy)phenyl]imidazo[1,2-a]pyrazin-8-yl]amino]-2-methylphenyl]methanone NCC1CN(CCN1)C(=O)N1CCN(CC1)C(=O)C1=C(C=C(C=C1)NC=1C=2N(C=CN1)C(=CN2)C2=CC=C(C=C2)OC(F)F)C